1-Cyano-4-dimethylaminopyridinium tetrafluoroborate F[B-](F)(F)F.C(#N)[N+]1=CC=C(C=C1)N(C)C